ClC1=C(C2=C(C=N1)C(=NN2)C2C1CN(CC21)C(=O)OC(C)(C)C)F tert-butyl 6-(6-chloro-7-fluoro-1H-pyrazolo[4,3-c]pyridin-3-yl)-3-azabicyclo[3.1.0]hexane-3-carboxylate